benzyl {(5R)-6-[bis(3-methoxybenzyl)amino]-5-[(tert-butoxycarbonyl)amino]-6-oxohexyl}carbamate COC=1C=C(CN(C([C@@H](CCCCNC(OCC2=CC=CC=C2)=O)NC(=O)OC(C)(C)C)=O)CC2=CC(=CC=C2)OC)C=CC1